CC=1C(=C(C=CC1)NC(=O)N)C 1-(dimethylphenyl)urea